CNCC1=CC=NC2=CC=C(C=C12)C=1C(=NNC1)C1=NC(=CC=C1)C N-methyl-1-(6-(3-(6-methylpyridin-2-yl)-1H-pyrazol-4-yl)quinolin-4-yl)methanamine